[Na+].C(C1=CC=C(C(=O)[O-])C=C1)(=O)[O-].[Na+] terephthalate sodium salt